N12C=CCCCCCCC2NCCC1 1,11-diazabicyclo[8.4.0]tetradecen